3-(2-tert-butoxy-2-oxo-ethoxy)pyrrolidine-1-carboxylate C(C)(C)(C)OC(COC1CN(CC1)C(=O)[O-])=O